N1CC(C1)C1NCC2=CC(=CC=C12)[N+](=O)[O-] (azetidin-3-yl)-5-nitroisoindoline